ethyl 2-(((5-bromo-3-fluoropyridin-2-yl)methyl)amino)-2-oxoacetate BrC=1C=C(C(=NC1)CNC(C(=O)OCC)=O)F